S1N=NC2=C1C=CC(=C2)COC=2C=C1C(=CC(=NC1=CC2)C(=O)O)C(=O)N2CCCCC2 6-(benzo[d][1,2,3]thiadiazol-5-ylmethoxy)-4-(piperidine-1-carbonyl)quinoline-2-carboxylic acid